(3-(2-(3-fluoro-4-(methylsulfonyl)phenyl)furo[3,2-b]pyridin-7-yl)phenyl)(morpholino)methanone FC=1C=C(C=CC1S(=O)(=O)C)C1=CC2=NC=CC(=C2O1)C=1C=C(C=CC1)C(=O)N1CCOCC1